2'-Chloro-5'-methoxy-6-methyl-N-(6-(2-oxopiperidin-1-yl)thiazolo[4,5-b]pyridin-2-yl)-[4,4'-bipyridine]-3-carboxamide ClC1=NC=C(C(=C1)C1=C(C=NC(=C1)C)C(=O)NC=1SC=2C(=NC=C(C2)N2C(CCCC2)=O)N1)OC